tert-butyl 3-(4-(1-methoxy-2-methyl-1-ketopropan-2-yl) phenyl)-2,2-dimethylpropionate COC(C(C)(C)C1=CC=C(C=C1)CC(C(=O)OC(C)(C)C)(C)C)=O